[NH+]=1NN=NC1.C(C)[N+]1=C(NC=C1)CC diethylimidazolium tetrazolium salt